dimethylaminotetrahydropyridinecarboxylate CN(C)N1C(CCC=C1)C(=O)[O-]